Cl.C1(=CC=CC=C1)NC(=O)C=1C=CC(=C2C=CC=NC12)NC1CCNCC1 N-phenyl-5-(piperidin-4-ylamino)quinoline-8-carboxamide hydrochloride